N-(1-(1-(6-(Trifluoromethyl)benzo[b]thiophene-2-carbonyl)-1,8-diazaspiro[4.5]decane-8-carbonyl)-1H-pyrazol-3-yl)acetamide FC(C=1C=CC2=C(SC(=C2)C(=O)N2CCCC23CCN(CC3)C(=O)N3N=C(C=C3)NC(C)=O)C1)(F)F